BrC1=C(C=CC(=C1)Cl)C(C#N)=CC1=C(C(=CC=C1)Cl)F 2-(2-bromo-4-chlorophenyl)-3-(3-chloro-2-fluorophenyl)acrylonitrile